ethylether C(C)OCC